methyl 5-benzyl-3-(3-bromophenyl)-4,5-dihydroisoxazole-5-carboxylate C(C1=CC=CC=C1)C1(CC(=NO1)C1=CC(=CC=C1)Br)C(=O)OC